C(C1=CC=CC=C1)OC1=C(C(=NN1C)C)B1OC(C(O1)(C)C)(C)C 5-(Benzyloxy)-1,3-dimethyl-4-(4,4,5,5-tetramethyl-1,3,2-dioxaborolan-2-yl)-1H-pyrazole